OC1=CC=2N(C=C1C#N)C=CN2 7-hydroxy-imidazo[1,2-a]pyridine-6-carbonitrile